hydroxyethyl-trimethyl-ammonium 9,10-dihydroxystearate OC(CCCCCCCC(=O)[O-])C(CCCCCCCC)O.OCC[N+](C)(C)C